C(C)(C)(C)NO N-(tert-butyl)hydroxyamine